ClC=1C=CC=C2C=CC(=NC12)NC1=CC=C(C=C1)C(C(F)F)(C)C 8-Chloro-N-(4-(1,1-difluoro-2-methylpropan-2-yl)phenyl)quinolin-2-amine